1-(4-amino-1,2,5-oxadiazol-3-yl)-N'-(2-hydroxy-4-nitrobenzylidene)-1H-1,2,3-triazole-4-carbohydrazide NC=1C(=NON1)N1N=NC(=C1)C(=O)NN=CC1=C(C=C(C=C1)[N+](=O)[O-])O